(R)-N-((8-fluoro-1,2,3,5,6,7-hexahydro-s-indacen-4-yl)carbamoyl)-6,7-dihydro-5H-pyrazolo[5,1-b][1,3]oxazine-3-sulfonimidamide FC=1C=2CCCC2C(=C2CCCC12)NC(=O)N[S@](=O)(=N)C=1C=NN2C1OCCC2